NCCCC(=O)O Gamma-Aminobutyric Acid